6-BUTAN-2-YLQUINOLINE CC(CC)C=1C=C2C=CC=NC2=CC1